1-[3-(4-methoxyphenyl)sulfanylazetidin-1-yl]ethanone COC1=CC=C(C=C1)SC1CN(C1)C(C)=O